tert-butyl 4-(5-chloro-1-(tetrahydro-2H-pyran-2-yl)-1H-indazol-6-yl)-3-methylpiperazine-1-carboxylate ClC=1C=C2C=NN(C2=CC1N1C(CN(CC1)C(=O)OC(C)(C)C)C)C1OCCCC1